N-cyclopropyl-N-[(6-methoxypyrimidin-4-yl)methyl]-6-methyl-4-[(1-methylcyclopropyl)amino]furo[2,3-d]pyrimidine-5-carboxamide C1(CC1)N(C(=O)C1=C(OC=2N=CN=C(C21)NC2(CC2)C)C)CC2=NC=NC(=C2)OC